3-methyl-1-[1-methyl-2-(2-methyl-5-piperazin-1-yl-anilino)-2-oxo-ethyl]indole-6-carboxamide CC1=CN(C2=CC(=CC=C12)C(=O)N)C(C(=O)NC1=C(C=CC(=C1)N1CCNCC1)C)C